C(C=C)(=O)OC1CCC2=CC=CC=C12 1-indanyl acrylate